2-methylbutyryl-carnitine CC(C(=O)C(O)(C[N+](C)(C)C)CC([O-])=O)CC